2,5-bis(t-butyl-peroxy)-2,5-dimethylhexene C(C)(C)(C)OOC(C)(C=CC(C)(C)OOC(C)(C)C)C